C1(=CC=CC=C1)C[N+](CC)(CC)CC(=O)NC1=C(C=CC=C1C)C phenylmethyl-[2-[(2,6-dimethylphenyl)amino]-2-oxoethyl]-diethylammonium